2-Fluoro-N-methyl-4-((4-(4-((2,2,2-trifluoroethyl)carbamoyl)phenyl)pyrimidin-2-yl)amino)benzamide FC1=C(C(=O)NC)C=CC(=C1)NC1=NC=CC(=N1)C1=CC=C(C=C1)C(NCC(F)(F)F)=O